diethyl 3,3'-((4-bromo-2-methylphenyl)methylene)bis(4,5,6,7,8,9,10,11,12,13-decahydro-2H-cyclododeca[c]pyrrole-1-carboxylate) BrC1=CC(=C(C=C1)C(C1=C2C(=C(N1)C(=O)OCC)CCCCCCCCCC2)C2=C1C(=C(N2)C(=O)OCC)CCCCCCCCCC1)C